4,4-bis(octyloxy)butanoic acid hexyl ester C(CCCCC)OC(CCC(OCCCCCCCC)OCCCCCCCC)=O